N-(2-Chloro-4-fluorophenyl)-4-nitropyridin ClC1=C(C=CC(=C1)F)N1CC=C(C=C1)[N+](=O)[O-]